B([O-])([O-])[O-].[Mn+2].[Y+3].C(C)(C)(C)[Si](C)(C)OC(COC1=C(C=CC=C1Br)Br)C1=C(C=C(C=C1)Cl)F tert-butyl-(1-(4-chloro-2-fluorophenyl)-2-(2,6-dibromophenoxy)ethoxy)dimethylsilane yttrium manganese borate